pyrido(3,4-d)pyrimidin-4-amine N1=CN=C(C2=C1C=NC=C2)N